FC(C(C)OC1=C(C(=O)N)C=CC=C1)(F)F ((1,1,1-trifluoropropan-2-yl)oxy)benzamide